ClC=1C=CC(=C(C1)C1=CC(=CN=N1)NC1=CC=NC2=CC(=CC=C12)OCCN1CCN(CC1)C)F N-[6-(5-Chloro-2-Fluorophenyl)Pyridazin-4-yl]-7-[2-(4-Methylpiperazin-1-yl)Ethoxy]Quinolin-4-Amin